BrC=1C=C2CN3[C@@H](C2=CC1)CN(C[C@H]3C)C3=C1C=CC=NC1=C(C=C3)C#N 5-[(4R,10bS)-8-bromo-4-methyl-3,4,6,10b-tetrahydro-1H-pyrazino[2,1-a]isoindol-2-yl]quinoline-8-carbonitrile